ClC=1C=C2C(=NC(=NC2=C(C1C1=CC=CC2=C1N=C(S2)N)F)N2CC(C2)N([C@H]2COCC2)C)N2CCNCC2 4-[6-chloro-8-fluoro-2-[3-[methyl-[(3R)-tetrahydrofuran-3-yl]amino]azetidin-1-yl]-4-piperazin-1-yl-quinazolin-7-yl]-1,3-benzothiazol-2-amine